(E)-1-(5-bromo-1-ethyl-1H-pyrazol-4-yl)-3-(dimethylamino)prop-2-en-1-one BrC1=C(C=NN1CC)C(\C=C\N(C)C)=O